p-hydroxysalicylic acid OC=1C=C(C(C(=O)O)=CC1)O